(S)-6-((4-(3-aminopiperidin-1-yl)-5-(1-cyclopropyl-1H-pyrazol-4-yl)pyridin-2-yl)amino)-1-isopropyl-1H-pyrazolo[3,4-b]pyridine-3-carbonitrile N[C@@H]1CN(CCC1)C1=CC(=NC=C1C=1C=NN(C1)C1CC1)NC1=CC=C2C(=N1)N(N=C2C#N)C(C)C